FC=1C2=C(C=3C(CN(C3C1)C(N)=N)C)C=CC=C2F 5,6-difluoro-1-methyl-1,2-dihydro-3H-benzo[e]indole-3-carboximidamide